2-((3-(2,6-Dioxopiperidin-3-yl)-1-methyl-1H-indazol-7-yl)oxy)-N-(1-methyl-piperidin-4-yl)acetamide O=C1NC(CCC1C1=NN(C2=C(C=CC=C12)OCC(=O)NC1CCN(CC1)C)C)=O